BrC1=CC2=C(OC(C(N2)=O)C)N=C1 7-bromo-3-methyl-1H-pyrido[2,3-b][1,4]oxazin-2(3H)-one